C(=C)C1OCOC1 4-vinyl-1,3-dioxolan